4-methyl-5-oxopentanoate CC(CCC(=O)[O-])C=O